CC1CC(C1)(C1=NN=CN1C)C=1C=C(C=CC1)C(C(=O)OCC)C(=O)OCC diethyl 2-(3-(3-methyl-1-(4-methyl-4H-1,2,4-triazol-3-yl)cyclobutyl)phenyl)malonate